6-methylimidazo[1,2-b]pyridazin-7-ol CC=1C(=CC=2N(N1)C=CN2)O